C(C=C)C1=C(C(=C(C2=CC=CC=C12)CC=C)C(=O)O)C(=O)O diallyl-naphthalene-2,3-dicarboxylic acid